2-(3-((5-fluoropyrimidin-2-yl)oxy)pyrrolidin-1-yl)acetamide FC=1C=NC(=NC1)OC1CN(CC1)CC(=O)N